2-amino-3-bromo-4-fluoro-N,5-dimethylbenzamide NC1=C(C(=O)NC)C=C(C(=C1Br)F)C